N[C@@H]1CN(CC[C@H]1F)C1=NC2=C(N1CC(=O)N1CCOCC1)C=C(C=C2)Cl 2-(2-((3R,4R)-3-amino-4-fluoropiperidin-1-yl)-6-chloro-1H-benzo[d]imidazol-1-yl)-1-morpholinoethanone